[4-({(1R,3R,4S)-3-({[tert-butyl(dimethyl)silyl]oxy}methyl)-4-[(triisopropylsilyl)oxy]cyclopentyl}amino)pyrimidin-5-yl]methanone [Si](C)(C)(C(C)(C)C)OC[C@H]1C[C@H](C[C@@H]1O[Si](C(C)C)(C(C)C)C(C)C)NC1=NC=NC=C1C=O